2-cyclohexylbutylenediamine C1(CCCCC1)C(CN)CCN